C1(CC1)COC1=CC=C(C=N1)C=1C=C2CC(C(C2=CC1OC)NC(O[C@@H]1CN2CCC1CC2)=O)(C)C (S)-quinuclidin-3-yl (5-(6-(cyclopropylmethoxy)pyridin-3-yl)-6-methoxy-2,2-dimethyl-2,3-dihydro-1H-inden-1-yl)carbamate